NC1=C(C(=NN1C1COCCC1)C1=C(C=C(C=C1)Br)F)C#N 5-Amino-3-(4-bromo-2-fluoro-phenyl)-1-tetrahydropyran-3-yl-pyrazole-4-carbonitrile